3-(3-(4-(((5-fluoropyridin-3-yl)oxy)methyl)phenoxy)azetidin-1-yl)-2-(1H-pyrrol-1-yl)benzoic acid FC=1C=C(C=NC1)OCC1=CC=C(OC2CN(C2)C=2C(=C(C(=O)O)C=CC2)N2C=CC=C2)C=C1